tert-butyl N-[3-(3-{4-[(5-cyanopyrazin-2-yl)amino]imidazol-1-yl}phenoxy)propyl]carbamate C(#N)C=1N=CC(=NC1)NC=1N=CN(C1)C=1C=C(OCCCNC(OC(C)(C)C)=O)C=CC1